FC(OC1=CC=C(C=C1)C1(CC1)C1=NOC(=N1)CC(C(=O)OCC(=O)O)=C)(F)F 2-((2-((3-(1-(4-(trifluoromethoxy)phenyl)cyclopropyl)-1,2,4-oxadiazol-5-yl)methyl)acryloyl)oxy)acetic acid